3-fluoro-2-hydroxy-5-(2-(6-(pyrrolidin-1-yl)pyridin-3-yl)thiazol-4-yl)benzaldehyde FC=1C(=C(C=O)C=C(C1)C=1N=C(SC1)C=1C=NC(=CC1)N1CCCC1)O